C[Ir](P(C1CCCCC1)(C1CCCCC1)C1CCCCC1)([N+]1=CC=CC=C1)C dimethyl-pyridin-1-ium-1-yl-(tricyclohexyl-λ5-phosphanyl)iridium